(1R)-N-(7-chloro-6-(1-((3R,4R)-4-fluoro-3-methyltetrahydrofuran-3-yl)piperidin-4-yl)isoquinolin-3-yl)-2-(2-hydroxypropan-2-yl)cyclopropane-1-carboxamide ClC1=C(C=C2C=C(N=CC2=C1)NC(=O)[C@H]1C(C1)C(C)(C)O)C1CCN(CC1)[C@@]1(COC[C@@H]1F)C